8-chloro-5-[2-hydroxy-1-[2-[3-(6-oxo-1H-pyridazin-4-yl)propyl]-2-azaspiro[3.3]heptan-6-yl]ethyl]-2-methyl-phthalazin-1-one ClC=1C=CC(=C2C=NN(C(C12)=O)C)C(CO)C1CC2(CN(C2)CCCC=2C=NNC(C2)=O)C1